6-(3-amino-6-chloropyridazin-4-yl)-3,4-dihydroisoquinolin-1(2H)-one NC=1N=NC(=CC1C=1C=C2CCNC(C2=CC1)=O)Cl